(S)-N-(1-(1-cyclobutyl-5-fluoro-6-(5-methyl-2-(trifluoromethyl)pyridin-3-yl)-1H-pyrrolo[2,3-b]pyridin-3-yl)-2,2-difluoroethyl)cyclopropanesulfonamide C1(CCC1)N1C=C(C=2C1=NC(=C(C2)F)C=2C(=NC=C(C2)C)C(F)(F)F)[C@@H](C(F)F)NS(=O)(=O)C2CC2